C1(CC1)C1=NC=NC(=C1C1=NC=2N(CC(NC2C=N1)=O)CC1=CC=C(C=C1)C=1N(C=C(N1)C(F)(F)F)C)OC 2-(4-cyclopropyl-6-methoxypyrimidin-5-yl)-8-(4-(1-methyl-4-(trifluoromethyl)-1H-imidazol-2-yl)benzyl)-7,8-dihydro-pteridin-6(5H)-one